N-tert-butylsulfonyl-cis-4-[(3,5-dichloro-2-pyridyl)oxy]-2'-oxo-spiro[cyclohexane-1,3'-indoline]-5'-carboxamide C(C)(C)(C)S(=O)(=O)NC(=O)C=1C=C2C3(C(NC2=CC1)=O)CCC(CC3)OC3=NC=C(C=C3Cl)Cl